F[C@@H]1CNCC[C@H]1N(C(OC(C)(C)C)=O)C trans-tert-butyl (3-fluoropiperidin-4-yl)(methyl)carbamate